5-[[2-[(2S,5R)-5-methyl-2-(2-methyl-4-pyridyl)-1-piperidyl]-2-oxo-acetyl]amino]pyridine-3-carboxamide C[C@@H]1CC[C@H](N(C1)C(C(=O)NC=1C=C(C=NC1)C(=O)N)=O)C1=CC(=NC=C1)C